1-(9-methyl-1,3,5,6,7,8-hexahydro-2,4,7-triaza-cyclopenta[b]naphthalen-2-yl)-ethanone CC1=C2C(=NC=3CCNCC13)CN(C2)C(C)=O